4-[(1S,4S,5R)-5-[[5-cyclopropyl-3-(2,6-dimethylphenyl)-1,2-oxazol-4-yl]methoxy]-2-azabicyclo[2.2.1]heptan-2-yl]benzoic acid C1(CC1)C1=C(C(=NO1)C1=C(C=CC=C1C)C)CO[C@H]1[C@@H]2CN([C@H](C1)C2)C2=CC=C(C(=O)O)C=C2